CN1CCC(CC1)N1N=CC(=C1)NC(=O)C=1C=C2C(=NC1)NC=C2C2=CC=1N(C=C2)N=CC1 N-(1-(1-methylpiperidin-4-yl)-1H-pyrazol-4-yl)-3-(pyrazolo[1,5-a]pyridin-5-yl)-1H-pyrrolo[2,3-b]pyridine-5-carboxamide